4-bromo-7-methyl-2,3-dihydro-1H-inden-1-one BrC1=C2CCC(C2=C(C=C1)C)=O